[Si](C)(C)(C(C)(C)C)OCCCN1C=CC=2N=CN=C(C21)OC2=C(C=C(C=C2)[N+](=O)[O-])F 5-(3-((tert-butyldimethylsilyl)oxy)propyl)-4-(2-fluoro-4-nitrophenoxy)-5H-pyrrolo[3,2-d]Pyrimidine